iminoimidazole N=C1N=CC=N1